[4-[(3R)-3-hydroxy-1-piperidyl]-[1-[4-(trifluoromethoxy)phenyl]pyrazolo[3,4-b]pyridin-3-yl]methyl]prop-2-enamide O[C@H]1CN(CCC1)C1=C2C(=NC=C1)N(N=C2CC(C(=O)N)=C)C2=CC=C(C=C2)OC(F)(F)F